5-Cyano-N-(1-(1-cyclopropyl-1H-pyrazol-4-yl)-1H-indazol-6-yl)-3,4-dimethylpicolinamide C(#N)C=1C(=C(C(=NC1)C(=O)NC1=CC=C2C=NN(C2=C1)C=1C=NN(C1)C1CC1)C)C